1-(5-(4-(1-(5-((1r,3r)-3-aminocyclobutoxy)pyridin-2-yl)ethyl)phenoxy)pyrimidin-2-yl)ethane NC1CC(C1)OC=1C=CC(=NC1)C(C)C1=CC=C(OC=2C=NC(=NC2)CC)C=C1